BrCCN1C(CC2=CC=CC=C12)=O (2-bromoethyl)-1,3-dihydro-2H-indol-2-one